N-(4-chlorophenyl)-N-methyl-6-(p-tolyl)pyrazine-2-carboxamide ClC1=CC=C(C=C1)N(C(=O)C1=NC(=CN=C1)C1=CC=C(C=C1)C)C